F[C@@H]1CN(CC[C@@H]1NC1=NN2C(C(=N1)OC)=C(C=C2)C=2C=CC1=C(N(N=N1)CCCF)C2)C(C)=O 1-((3R,4S)-3-fluoro-4-((5-(1-(3-fluoropropyl)-1H-benzo[d][1,2,3]triazol-6-yl)-4-methoxypyrrolo[2,1-f][1,2,4]triazin-2-yl)amino)piperidin-1-yl)ethan-1-one